CC(C)(CC(C)(NC=1C2=C(N=C(N1)C=1C=NNC1)C=NC=C2)C)O 2,4-dimethyl-4-{[2-(1H-pyrazol-4-yl)pyrido[3,4-d]Pyrimidin-4-yl]Amino}pentan-2-ol